6-(2H-benzotriazol-2-yl)-4-(methyl)phenol N=1N(N=C2C1C=CC=C2)C2=CC(=CC=C2O)C